NC1=NC=NN2C1=C(C(=N2)C2=CC=C(C=C2)NC(C=C)=O)C2=CC(=C(C=C2)OC2CCCC2)OC N-(4-(4-amino-5-(4-(cyclopentyloxy)-3-methoxyphenyl)pyrazolo[5,1-f][1,2,4]triazin-6-yl)phenyl)acrylamide